6-(2-Ethoxyphenyl)-1-[(2-fluorophenyl)methyl]-3H-imidazo[4,5-b]pyridin C(C)OC1=C(C=CC=C1)C=1C=C2C(=NC1)NCN2CC2=C(C=CC=C2)F